zinc-potassium sorbate C(\C=C\C=C\C)(=O)[O-].[K+].[Zn+2].C(\C=C\C=C\C)(=O)[O-].C(\C=C\C=C\C)(=O)[O-]